4-(1-((2',4'-Difluoro-[1,1'-biphenyl]-4-yl)sulfonyl)cyclopropyl)piperidine hydrochloride Cl.FC1=C(C=CC(=C1)F)C1=CC=C(C=C1)S(=O)(=O)C1(CC1)C1CCNCC1